C(C)OCCNCC N-(2-ethoxyethyl)ethylamine